(1S,2R,3S,4R,5S)-4-(5-chloro-7-(ethylamino)-3H-imidazo[4,5-b]pyridin-3-yl)-N-ethyl-2,3-dihydroxybicyclo[3.1.0]hexane-1-carboxamide ClC1=CC(=C2C(=N1)N(C=N2)[C@H]2[C@@H]([C@@H]([C@@]1(C[C@H]21)C(=O)NCC)O)O)NCC